BrC1=CC=C(C=C1)[C@H](C(=O)N1CCN(CC1)C=1C2=C(N=CN1)[C@@H](C[C@H]2C)O)CCN(C)C (R)-2-(4-bromophenyl)-4-(dimethylamino)-1-(4-((5R,7R)-7-hydroxy-5-methyl-6,7-dihydro-5H-cyclopenta[d]pyrimidin-4-yl)piperazin-1-yl)butan-1-one